1,2,2,6-tetramethylcyclohexane-carbaldehyde CC1(C(CCCC1C)(C)C)C=O